C(C)(C)(C)OC(NC1=C(C=2N(C=C1)N=CC2CC#N)OC)=O (3-(Cyanomethyl)-4-methoxypyrazolo[1,5-a]pyridin-5-yl)carbamic acid tert-butyl ester